(2s,8s)-2,8-nonanediol C[C@@H](CCCCC[C@H](C)O)O